N-((1-Methylpiperidin-4-yl)methyl)-5,7-diphenylpyrazolo[1,5-a]pyrimidine-2-carboxamide CN1CCC(CC1)CNC(=O)C1=NN2C(N=C(C=C2C2=CC=CC=C2)C2=CC=CC=C2)=C1